tert-butyl (1R,3S,5S)-3-((6-bromopyridazin-3-yl) oxy)-1,5-dimethyl-8-azabicyclo[3.2.1]octane-8-carboxylate BrC1=CC=C(N=N1)OC1C[C@]2(CC[C@@](C1)(N2C(=O)OC(C)(C)C)C)C